(3-chloro-4-fluorophenyl)-4-(5-hydroxy-5-(3-((1-hydroxyprop-2-yl)oxy)-1-methyl-1H-pyrazol-5-yl)octahydropentalen-2-yl)-1-methyl-1H-imidazole-5-carboxamide ClC=1C=C(C=CC1F)C=1N(C(=C(N1)C1CC2CC(CC2C1)(C1=CC(=NN1C)OC(CO)C)O)C(=O)N)C